ClC1=C(C(=NN1CC)C1=NOC(=C1)C)C(=O)NC1CCC2(CCN(CC2)CCC(C)(C)C)CC1 5-Chloro-N-(3-(3,3-dimethylbutyl)-3-azaspiro[5.5]undecan-9-yl)-1-ethyl-3-(5-methylisoxazol-3-yl)-1H-pyrazole-4-carboxamide